C(C)(=O)NC=1SC2=C(N1)C=CC(=C2)C(=O)O 2-acetamidobenzo[d]thiazole-6-carboxylic acid